2-chloro-N-(5-chloro-6-((1R,2S,4S)-2-(3-methylisoxazol-5-yl)-7-azabicyclo[2.2.1]heptane-7-yl)pyridin-3-yl)-4-(3-ethynylpyridin-4-yl)-5-fluorobenzamide ClC1=C(C(=O)NC=2C=NC(=C(C2)Cl)N2[C@H]3[C@H](C[C@@H]2CC3)C3=CC(=NO3)C)C=C(C(=C1)C1=C(C=NC=C1)C#C)F